4-methyl-1-(5-((2-(methylsulfonyl)phenyl)thio)-1H-imidazo[4,5-b]pyrazin-2-yl)piperidin-4-amine CC1(CCN(CC1)C1=NC=2C(=NC=C(N2)SC2=C(C=CC=C2)S(=O)(=O)C)N1)N